C(C)(SCC1CN(CC1)C)=O S-((1-methylpyrrolidin-3-yl)methyl) ethanethioate